C(C)N1N=CC(=C1C(F)(F)F)C(C)=O (1-ethyl-5-(trifluoromethyl)-1H-pyrazol-4-yl)ethan-1-one